benzyl N-(tert-butoxycarbonyl)-N-(2-oxoethyl)glycinate C(C)(C)(C)OC(=O)N(CC(=O)OCC1=CC=CC=C1)CC=O